COC1=CC=C(C=C1)CCNC(=O)C=1N=CNC1 N-[2-(4-methoxyphenyl)ethyl]-1H-imidazole-4-carboxamide